methyl 6-oxopentadecane-5-carboxylate O=C(C(CCCC)C(=O)OC)CCCCCCCCC